C(C)(=O)N\C(\C(=O)OC)=C\C=1C=NC=CC1C(OC)OC methyl (E)-2-acetamido-3-(4-(dimethoxymethyl)pyridin-3-yl)acrylate